FC=1C=C(N)C=C(C1)C(F)(F)F 3-fluoro-5-(trifluoromethyl)aniline